ethyl (3S)-3-[1-(2-methoxy-4,6-dimethylphenyl)-3-(trifluoromethyl)pyrazol-4-yl]-3-{[(R)-2-methylpropane-2-sulfinyl]amino}propanoate COC1=C(C(=CC(=C1)C)C)N1N=C(C(=C1)[C@H](CC(=O)OCC)N[S@](=O)C(C)(C)C)C(F)(F)F